[C-]#[N+][C@H]1CCC2=CC=CC=C12 (S)-(+)-1-ISOCYANOINDANE